4-(4-bromophenyl)-6-phenyl-1,3,5-triazine BrC1=CC=C(C=C1)C1=NC=NC(=N1)C1=CC=CC=C1